1-(4-(6-chloro-2-(2-(diethyl-amino)ethylamino)-8-fluoro-7-(5-methyl-1H-indazol-4-yl)quinazolin-4-yl)piperazin-1-yl)prop-2-en-1-one ClC=1C=C2C(=NC(=NC2=C(C1C1=C2C=NNC2=CC=C1C)F)NCCN(CC)CC)N1CCN(CC1)C(C=C)=O